C(#C)C=1C=CC=C2C=CC=C(C12)C1=C(C=2N=C(N=C(C2C=N1)N(C)[C@H]1CNC[C@H]1F)OC[C@]12CCCN2C[C@@H](C1)F)F 7-(8-ethynylnaphthalen-1-yl)-8-fluoro-N-((3S,4R)-4-fluoropyrrolidin-3-yl)-2-(((2R,7aS)-2-fluorotetrahydro-1H-pyrrolizin-7a(5H)-yl)methoxy)-N-methylpyrido[4,3-d]pyrimidin-4-amine